8-bromo-2-methyl-4,5-dihydronaphtho[1,2-d][1,3]oxazole BrC1=CC=C2CCC3=C(N=C(O3)C)C2=C1